N-(5-(5-cyanopyridin-2-yl)thiazol-2-yl)-1-methyl-6-oxo-1,6-dihydropyridine-3-carboxamide C(#N)C=1C=CC(=NC1)C1=CN=C(S1)NC(=O)C1=CN(C(C=C1)=O)C